N-(1-cyanocyclopropyl)-3-(5-(difluoromethyl)-1,3,4-thiadiazol-2-yl)-1-iodo-8-(3-methoxypropoxy)imidazo[1,5-a]pyridine-6-sulfonamide C(#N)C1(CC1)NS(=O)(=O)C=1C=C(C=2N(C1)C(=NC2I)C=2SC(=NN2)C(F)F)OCCCOC